3-(4-(5-((4-((4-(2-(carbamoyloxy)ethyl)piperazin-1-yl)methyl)-6-(3,5-dichlorophenyl)pyridin-2-yl)oxy)pyrimidin-2-yl)piperazin-1-yl)propanoic acid C(N)(=O)OCCN1CCN(CC1)CC1=CC(=NC(=C1)C1=CC(=CC(=C1)Cl)Cl)OC=1C=NC(=NC1)N1CCN(CC1)CCC(=O)O